5-fluoro-6-amino-8-vinyl-3,4-dihydroisoquinoline-2(1H)-carboxylic acid tert-butyl ester C(C)(C)(C)OC(=O)N1CC2=C(C=C(C(=C2CC1)F)N)C=C